2-{[6-bromo-5-(difluoromethoxy)pyridine-2-yl]Methyl}-3-oxo-butyronitrile BrC1=C(C=CC(=N1)CC(C#N)C(C)=O)OC(F)F